carboxyl-(terephthalic acid) C(=O)(O)C1=C(C(=O)O)C=CC(=C1)C(=O)O